(3-(6-cyano-1-cyclobutyl-5-fluoro-1H-indol-2-yl)bicyclo[1.1.1]pentan-1-yl)carbamic acid tert-butyl ester C(C)(C)(C)OC(NC12CC(C1)(C2)C=2N(C1=CC(=C(C=C1C2)F)C#N)C2CCC2)=O